C(C=CC1=CC=CC=C1)(=O)NCCCC[C@H](NC(\C(=C\C)\C)=O)C(=O)OCC ethyl N6-cinnamoyl-N2-((E)-2-methylbut-2-enoyl)lysinate